C(#N)C=1C(=NC(=C(C1C1CC1)C#N)N1CC(N(CC1)C)=O)SC(C(=O)N)C1=CC=CC=C1 2-((3,5-dicyano-4-cyclopropyl-6-(4-methyl-3-oxopiperazin-1-yl)pyridin-2-yl)sulfanyl)-2-phenylacetamide